C1=NC(=C2C(=N1)N(C=N2)[C@H]3[C@@H]([C@@H]([C@H](O3)COP(=O)(O)OP(=O)(O)OP(=O)(O)OP(=O)(O)OP(=O)(O)OP(=O)(O)OC[C@@H]4[C@H]([C@H]([C@@H](O4)N5C=NC6=C(N=CN=C65)N)O)O)O)O)N The molecule is a diadenosyl hexaphosphate in which the two adenosin-5'-yl groups are attached at the P(1) and P(6) positions. It has a role as a vasoconstrictor agent. It is a conjugate acid of a P(1),P(6)-bis(5'-adenosyl)hexaphosphate(6-).